C(C)(=O)O[C@H]1[C@@H](SC2=CC(N(C=C2)CC2=CC=C(C=C2)OC)=O)O[C@@H]([C@@H]([C@@H]1N=[N+]=[N-])OC(C)=O)COC(C)=O 1-(4-methoxybenzyl)-2-oxo-1,2-dihydropyridin-4-yl 2,4,6-tri-O-acetyl-3-azido-3-deoxy-1-thio-α-D-galactopyranoside